4-[3-(Methylamino)propoxy]cyclohexanamine CNCCCOC1CCC(CC1)N